C(C)(C)(C)OC(=O)N1CC(C1)CC(=O)OCC 3-(2-ethoxy-2-oxoethyl)azetidine-1-carboxylic acid tert-butyl ester